ethyl 2-(5-bromo-2-oxopyridin-1(2H)-yl)-4-methylpentanoate BrC=1C=CC(N(C1)C(C(=O)OCC)CC(C)C)=O